ClC=1C(=CC2=C([N+](=C(N=[N+]2[O-])NCCC(OC2=CNCC2)=O)[O-])C1)F 6-chloro-7-fluoro-3-((3-oxo-3-(pyrrolin-3-yloxy)propyl)amino)benzo[e][1,2,4]triazine-1,4-dioxide